COC1=C(C=C(C=C1)OC)NC=1SC2=C(N1)CC[C@@]1([C@H]3CC[C@]/4([C@H]([C@@H]3CC=C12)CC\C4=N/O)C)C (5aR,5bS,7aS,10aS,10bR,E)-2-((2,5-dimethoxyphenyl)amino)-5a,7a-dimethyl-4,5,5a,5b,6,7,7a,9,10,10a,10b,11-dodecahydro-8H-cyclopenta[7,8]phenanthro[2,1-d]thiazol-8-one oxime